6-bromo-4-[4-fluoro-4-(5-methyl-1,3-benzoxazol-2-yl)piperidin-1-yl]-1-methyl-2-oxo-7-[(oxolan-3-yl)oxy]-1,2-dihydroquinoline-3-carbonitrile BrC=1C=C2C(=C(C(N(C2=CC1OC1COCC1)C)=O)C#N)N1CCC(CC1)(C=1OC2=C(N1)C=C(C=C2)C)F